C(OC[C@]1(O[C@H]([C@@H]([C@@H]1O)O)C1=CC=C2C(=NC=NN21)N)C#N)(OC2CCCCC2)=O ((2R,3S,4R,5S)-5-(4-aminopyrrolo[2,1-f][1,2,4]triazin-7-yl)-2-cyano-3,4-dihydroxytetrahydrofuran-2-yl)methyl cyclohexyl carbonate